O=C1C(=CN=C(N1CC(=O)OC(C)(C)C)C1=CC=CC=C1)NCCCC1=CC=CC=C1 tert-butyl 2-(6-oxo-2-phenyl-5-((3-phenylpropyl)amino)pyrimidin-1(6H)-yl)acetate